(S)-N-(1-(6-cyclopropylpyridin-3-yl)ethyl)-4-(4-methyl-6-((5-methyl-1H-pyrazol-3-yl)amino)pyrimidin-2-yl)piperazine-1-carboxamide C1(CC1)C1=CC=C(C=N1)[C@H](C)NC(=O)N1CCN(CC1)C1=NC(=CC(=N1)C)NC1=NNC(=C1)C